deoxy-4'-ethynyl-2-fluoroadenosine C(#C)[C@]1([C@H](C[C@@H](O1)N1C=NC=2C(N)=NC(=NC12)F)O)CO